COC([C@H]1[C@H]([C@@H]([C@H]([C@H](O)O1)OC(C)=O)OCC1=CC=CC=C1)O[C@@H]1[C@@H]([C@@H](OC(C)=O)[C@H](O)[C@H](O1)COC(C)=O)N=[N+]=[N-])=O 3,6-di-O-acetyl-2-azido-2-deoxy-α-D-glucopyranosyl-(1→4)-2-O-acetyl-3-O-benzyl-α-L-iduronic acid methyl ester